tert-Butyl 4-(2-{[4-(4-methylphenyl)piperidine-1-carbonyl]amino}phenyl)-1,4-diazepane-1-carboxylate CC1=CC=C(C=C1)C1CCN(CC1)C(=O)NC1=C(C=CC=C1)N1CCN(CCC1)C(=O)OC(C)(C)C